N1(CCCC1)C(C(=O)N1CCC2(C(C2)CNC(=O)C2=CC=3C(=CN=CC3)O2)CC1)C N-[[6-(2-pyrrolidin-1-ylpropanoyl)-6-azaspiro[2.5]octan-2-yl]methyl]furo[2,3-c]pyridine-2-carboxamide